C(C)(C)(C)OC(=O)N1CC=2N(N=C(C2C1)C1=CC=CC=C1)CC1=CC=CC=C1 1-benzyl-3-phenyl-4,6-dihydropyrrolo[3,4-c]Pyrazole-5(1H)-carboxylic acid tert-butyl ester